2-chloro-6-(2-fluoro-6-(methylthio)pyridin-3-yl)imidazo[2,1-b][1,3,4]thiadiazole ClC1=NN2C(S1)=NC(=C2)C=2C(=NC(=CC2)SC)F